2,6-dihydroxy-N,5'-dimethyl-4-pentyl-1',2',3',4'-tetrahydro-[1,1'-biphenyl]-3-carboxamide OC1=C(C(=CC(=C1C(=O)NC)CCCCC)O)C1CCCC(=C1)C